ClC1=C(C=CC(=C1)NCCCCCl)C(C(=O)OC)C Methyl 2-(2-chloro-4-(4-chlorobutylamino)phenyl)propanoate